CC(C)C(CCCC=C)C 2,3-dimethyl-7-octene